ClC=1C=C(C=CC1C(F)(F)F)NC(=O)N1C2CCC1CC1=C2C=CC(=C1)F (±)-N-(3-chloro-4-(trifluoromethyl)phenyl)-2-fluoro-6,7,8,9-tetrahydro-5H-5,8-epiminobenzo[7]annulene-10-carboxamide